4-methyl-3-(2-(methylsulfonyl)ethoxy)-1-phenyl-1H-pyrazol CC=1C(=NN(C1)C1=CC=CC=C1)OCCS(=O)(=O)C